3-(2-chloro-6-fluorobenzyl)-4-(2-cyclohexylethyl)-1,2,4-oxadiazol-5(4H)-one ClC1=C(CC2=NOC(N2CCC2CCCCC2)=O)C(=CC=C1)F